Cl.N(=NC(C#N)(C)C)C(C#N)(C)C azodiisobutyronitrile hydrochloride salt